9,10-dihydro-9,9-diphenylacridine C1(=CC=CC=C1)C1(C2=CC=CC=C2NC=2C=CC=CC12)C1=CC=CC=C1